(E)-3-(dimethylamino)-1-(4-methoxynaphthalen-1-yl)-2-(4-ethoxyphenyl)prop-2-en-1-one CN(/C=C(/C(=O)C1=CC=C(C2=CC=CC=C12)OC)\C1=CC=C(C=C1)OCC)C